FC1=C(C=C(C=C1)CC1=NNC(C2=CC=CC=C12)=O)C(=O)N1CCN(CC1)C(CN1CCN(CC1)CC1CCN(CC1)C(C1=C(C=C(C=C1C)C1=CC=CC=C1)F)=O)=O 4-[[4-fluoro-3-[4-[2-[4-[[1-(2-fluoro-6-methyl-4-phenyl-benzoyl)-4-piperidyl]methyl]piperazin-1-yl]acetyl]piperazine-1-carbonyl]phenyl]methyl]-2H-phthalazin-1-one